C(C)N1C2=C([C@@H]([C@@H](C1=O)NC(C1=CC(=CC=C1)C(F)(F)F)=O)C1=CC=C(C=C1)F)C(=NN2C2=CC=CC=C2)CNC(CC(C)C)=O N-[(4S,5S)-7-ethyl-4-(4-fluorophenyl)-3-[(3-methylbutanamido)methyl]-6-oxo-1-phenyl-1H,4H,5H,6H,7H-pyrazolo[3,4-b]pyridin-5-yl]-3-(trifluoromethyl)benzamide